adenosyl-guanosine [C@@H]1([C@H](O)[C@H](O)[C@@H](C[C@@]2([C@H](O)[C@H](O)[C@@H](CO)O2)N2C=NC=3C(=O)NC(N)=NC23)O1)N1C=NC=2C(N)=NC=NC12